(rac)-((1s,3s)-3-Hydroxy-3-methylcyclobutyl)(6-(3-(trifluoromethoxy)phenyl)-2-azaspiro[3.4]octan-2-yl)methanon OC1(CC(C1)C(=O)N1CC2(C1)C[C@@H](CC2)C2=CC(=CC=C2)OC(F)(F)F)C |r|